[SeH3+].O1C(=O)C=CC2=CC=CC=C12 coumarin selenonium salt